CN1C(C2(C3=C1C=NC=1C=CC(=CC31)C=3C=CC(=NC3)N3CCN(CC3)C)CCC2)=O 5-(3'-Methyl-2'-oxo-2',3'-dihydrospiro[cyclobutane-1,1'-pyrrolo[2,3-c]quinolin]-8'-yl)-2-(4-methylpiperazin-1-yl)pyridin